[N+](=O)([O-])C1=CC2=CC=CC=C2C=C1 2-nitronaphthalen